N,N-dimethylformamide diisopropylacetal C(C)(C)OC(N(C)C)OC(C)C